methyl 3-bromo-5-((3-bromo-5-(pentafluoro-λ6-sulfanyl)phenyl) sulfonyl)benzoate BrC=1C=C(C(=O)OC)C=C(C1)S(=O)(=O)C1=CC(=CC(=C1)S(F)(F)(F)(F)F)Br